2-[8-[[(3S)-1-ethyl-3-piperidyl]amino]-2-methyl-pyrido[2,3-d]pyridazin-5-yl]-5-methylsulfonyl-phenol C(C)N1C[C@H](CCC1)NC=1N=NC(=C2C1N=C(C=C2)C)C2=C(C=C(C=C2)S(=O)(=O)C)O